C(C)(C)(C)OC(=O)N1CCC(=CC1)C=1N=NC(=CC1NC1=CC2=C(N=CS2)C=C1)C1=C(C=CC(=C1)Cl)F 4-{4-[(1,3-benzothiazol-6-yl)amino]-6-(5-chloro-2-fluorophenyl)pyridazin-3-yl}-1,2,3,6-tetrahydropyridine-1-carboxylic acid tert-butyl ester